[N+](=O)([O-])C=1C=C2C(=CNC2=CC1)CCN 2-(5-nitro-1H-indol-3-yl)ethan-1-amine